5-(3-chloro-5-fluorobenzyl)-2-(4-chlorobenzyl)-1-(5-(hydroxymethyl)thiazol-2-yl)-1,2,4,5,6,7-hexahydro-3H-pyrazolo[4,3-c]pyridin-3-one ClC=1C=C(CN2CC3=C(CC2)N(N(C3=O)CC3=CC=C(C=C3)Cl)C=3SC(=CN3)CO)C=C(C1)F